C(C)(C)(C)C1=NN=C(O1)C(=O)N1[C@@H](C2=C(CC1)NC=N2)C2=NN1C(C=CC=C1C(F)F)=C2 (S)-(5-(tert-butyl)-1,3,4-oxadiazol-2-yl)(4-(7-(difluoromethyl)pyrazolo[1,5-a]pyridin-2-yl)-6,7-dihydro-1H-imidazo[4,5-c]pyridin-5(4H)-yl)methanone